C[C@@H]1N(CCNC1)CC1=CC=C(N=N1)C 6-(((2S)-2-methylpiperazin-1-yl)methyl)-3-methyl-pyridazine